BrC=1C=C(C=2N(C1)C=C(N2)NC(=O)C2CN(C2)C(=O)OC(C)(C)C)F tert-butyl 3-[(6-bromo-8-fluoro-imidazo[1,2-a]pyridin-2-yl)carbamoyl]azetidine-1-carboxylate